C1NCC12NC(CC2)=O 2,5-diazaspiro[3.4]octan-6-one